2-phenethyloxy-5-nitro-N-(1-(3-(thiazol-2-yl)phenyl)ethyl)benzamide C(CC1=CC=CC=C1)OC1=C(C(=O)NC(C)C2=CC(=CC=C2)C=2SC=CN2)C=C(C=C1)[N+](=O)[O-]